C(C#CC)(=O)NCC1CCNC=2N1N=C(C2C(=O)N)C2=CC=C(C=C2)OC2=C(C=C(C=C2)F)F 7-(But-2-ynamidomethyl)-2-(4-(2,4-difluorophenoxy)phenyl)-4,5,6,7-tetrahydropyrazolo[1,5-a]pyrimidine-3-carboxamide